C(C)(C)(C)OC(=O)N1CC2=C(C[C@H]1C)C=NN2C2CN(C2)C(=O)OCC2=CC=CC=C2 (5R)-1-(1-benzyloxycarbonyl-azetidin-3-yl)-5-methyl-5,7-dihydro-4H-pyrazolo[3,4-c]pyridine-6-carboxylic acid tert-butyl ester